3-methoxy-2-(4-methylpiperazin-1-yl)propionamide COCC(C(=O)N)N1CCN(CC1)C